2-[5-(hydroxymethyl)-7-[1-methyl-3-piperidyl]-1,8-naphthyridin-2-yl]-3,5-dimethyl-phenol OCC1=C2C=CC(=NC2=NC(=C1)C1CN(CCC1)C)C1=C(C=C(C=C1C)C)O